((2S,6R)-2,6-dimethylmorpholino)-2-methyl-N-((R)-1-(2-methyl-3-(trifluoromethyl)phenyl)ethyl)quinazolin-4-amine C[C@@H]1O[C@@H](CN(C1)C1=C2C(=NC(=NC2=CC=C1)C)N[C@H](C)C1=C(C(=CC=C1)C(F)(F)F)C)C